FC=1C(=NC=CC1)[C@@H](C1(CCCC1)C)NC1=C(C(C1=O)=O)NC1=C(C(=NC=C1)C(=O)N(C)C)O (R)-4-((2-(((3-fluoropyridin-2-yl)(1-methylcyclopentyl)methyl)amino)-3,4-dioxocyclobut-1-en-1-yl)amino)-3-hydroxy-N,N-dimethylpicolinamide